FC1=C(C(NCC#C)=N)C=CC=C1 Fluoro-N-(prop-2-yn-1-yl)benzimidamide